(7-chloro-1-(4,4-difluoropiperidin-1-yl)-2,6-naphthyridin-3-yl)methanol ClC1=NC=C2C=C(N=C(C2=C1)N1CCC(CC1)(F)F)CO